[N+](=O)([O-])C=1C=NN(C1)C=1C=NC=CC1C(=O)NC1=CC=CC=C1 3-(4-nitropyrazol-1-yl)-N-phenylpyridine-4-carboxamide